cis-2-(2,6-dimethylmorpholino)acetic acid C[C@@H]1O[C@@H](CN(C1)CC(=O)O)C